C(C1=CC=CC=C1)OC1=C(C=C(C(=C1)OC)Br)F 1-(benzyloxy)-4-bromo-2-fluoro-5-methoxybenzene